NCCCN(CC(=O)O)CCCN N,N-bis(3-aminopropyl)glycine